C(C)(C)(C)[Si](OCC=1C2=C(C(=NC1)C)C(OC2)=O)(C2=CC=CC=C2)C2=CC=CC=C2 7-[[tert-butyl-(diphenyl)silyl]oxymethyl]-4-methyl-1H-furo[3,4-c]pyridin-3-one